C(#N)C1=NC(=CC=C1C1=CC=C2N=CC(=NC2=C1)N(C(=O)NC(C)C)C)OCCCN1CCCCC1 1-(7-(2-cyano-6-(3-(piperidin-1-yl)propoxy)pyridin-3-yl)quinoxalin-2-yl)-3-isopropyl-1-methylurea